C[C@H](CCCC(C)CCCC(C)CCCC(C)C)C(=O)SCCNC(=O)CCNC(=O)[C@@H](C(C)(C)COP(=O)([O-])OP(=O)([O-])OC[C@@H]1[C@H]([C@H]([C@@H](O1)N2C=NC3=C(N=CN=C32)N)O)OP(=O)([O-])[O-])O The molecule is a multi-methyl-branched fatty acyl-CoA(4-) obtained by deprotonation of phosphate and diphosphate functions of (2R)-pristanoyl-CoA; major species at pH 7.3 It is a conjugate base of a (2R)-pristanoyl-CoA.